C1(=CC=CC=C1)NC(C=CCCCC(=O)N)=O N1-phenylhept-2-enediamide